2-(((4-(4,4,5,5-tetramethyl-1,3,2-dioxaborolan-2-yl)cyclohex-3-en-1-yl)oxy)methyl)piperidine-1-carboxylate CC1(OB(OC1(C)C)C1=CCC(CC1)OCC1N(CCCC1)C(=O)[O-])C